4-(3-(4-(((2-(4'-cyano-[1,1'-biphenyl]-4-yl)cyclopropyl)amino)methyl)piperidin-1-yl)propyl)-N-hydroxybenzamide TFA salt OC(=O)C(F)(F)F.C(#N)C1=CC=C(C=C1)C1=CC=C(C=C1)C1C(C1)NCC1CCN(CC1)CCCC1=CC=C(C(=O)NO)C=C1